CN(C1CCC(CC1)C[N+]1=NOC(=C1)[N-]C(NC1=CC(=CC(=C1)C(F)(F)F)N1C([C@H](CC1)C1=CC=CC=C1)=O)=O)CC(F)(F)F (3-(((1R,4R)-4-(Methyl(2,2,2-trifluoroethyl)-amino)cyclohexyl)methyl)-1,2,3-oxadiazol-3-ium-5-yl)((3-((R)-2-oxo-3-phenylpyrrolidin-1-yl)-5-(trifluoromethyl)phenyl)carbamoyl)amide